C(C)(C)(C)OC(NCC=1C=C2C3(C(N(CC2=CN1)C1=C(C(=CC(=C1F)OC)OC)F)=O)CC3)=O (2'-(2,6-difluoro-3,5-dimethoxyphenyl)-3'-oxo-2',3'-dihydro-1'H-spiro[cyclopropane-1,4'-[2,7]naphthyridine]-6'-yl)methylcarbamic acid tert-butyl ester